thieno[3,2-c]pyridine-2-carboxylate S1C(=CC=2C=NC=CC21)C(=O)[O-]